tert-butyl (trans-4-((5-bromopyrimidin-2-yl)amino)cyclohexyl)carbamate BrC=1C=NC(=NC1)N[C@@H]1CC[C@H](CC1)NC(OC(C)(C)C)=O